S(=O)(=O)(O)O.FC1=CC2=C(C(=NO2)C2CCN(CC2)CCCOC=2C=C3CCC(N4C3=C(C2)CC4)=O)C=C1 8-(3-(4-(6-fluorobenzo[d]isoxazol-3-yl)piperidin-1-yl)propoxy)-5,6-dihydro-1H-pyrrolo[3,2,1-ij]quinolin-4(2H)-one sulfate